C1(CC1)N1C(=NN=C1C)C1=CC=CC(=N1)NC(=O)C=1C(=NN(C1)C1=NC=CN=C1)OC N-(6-(4-cyclopropyl-5-methyl-4H-1,2,4-triazol-3-yl)pyridin-2-yl)-3-methoxy-1-(pyrazin-2-yl)-1H-pyrazole-4-carboxamide